FC(OC1=CC=C(C=C1)C1=CC(=C(N1)C)C(=O)O)F 5-[4-(difluoromethoxy)phenyl]-2-methyl-1H-pyrrole-3-carboxylic acid